O1C2=C(OCC1C=1NCC(N1)([2H])[2H])C=C(C(=C2)[2H])[2H] 2-(2,3-dihydrobenzo[b][1,4]dioxin-2-yl-6,7-d2)-4,5-dihydro-1H-imidazole-4,4-d2